4,7-dimethyl-6-(3-(tosyloxy)propyl)-1,3-dihydro-2H-indene-2,2-dicarboxylic acid dimethyl ester COC(=O)C1(CC2=C(C(=CC(=C2C1)C)CCCOS(=O)(=O)C1=CC=C(C)C=C1)C)C(=O)OC